2-(4-vinyl-piperazin-1-yl)ethane-1-amine C(=C)N1CCN(CC1)CCN